(S)-1,3-dimethyl-4-{2-[4-(4,4,5,5-tetramethyl-1,3,2-dioxaborolan-2-yl)phenoxy]ethyl}piperazin-2-one CN1C([C@@H](N(CC1)CCOC1=CC=C(C=C1)B1OC(C(O1)(C)C)(C)C)C)=O